O=C1N(C(C=C1)=O)CCN1CCN(CC1)C(CCOCCOCCOCCOCCC(=O)OC1=C(C(=C(C(=C1F)F)F)F)F)=O perfluorophenyl 16-(4-(2-(2,5-dioxo-2,5-dihydro-1H-pyrrol-1-yl)ethyl)piperazin-1-yl)-16-oxo-4,7,10,13-tetraoxahexadecanoate